C(CCCCCC#C)OC(CCCCC(=O)O)OCCCCCCC#C 6,6-bis(oct-7-yn-1-yloxy)hexanoic acid